N-((cis)-3-(5-chloro-2-cyanophenyl)cyclobutyl)-1-((R or S)-1-(4-methoxy-6-((1R,5S)-2-oxo-3-azabicyclo[3.1.0]hexan-3-yl)pyridin-3-yl)ethyl)-1H-1,2,3-triazole-4-carboxamide ClC=1C=CC(=C(C1)[C@H]1C[C@H](C1)NC(=O)C=1N=NN(C1)[C@H](C)C=1C=NC(=CC1OC)N1C([C@@H]2C[C@@H]2C1)=O)C#N |o1:19|